NC(C)C1=C(C=NN(C1=O)CC(=O)NC1=CC(=C(C=C1)C)S(NCCC1=NC=CC=C1)(=O)=O)Cl 2-[5-(1-aminoethyl)-4-chloro-6-oxo-pyridazin-1-yl]-N-[4-methyl-3-[2-(2-pyridyl)ethylsulfamoyl]phenyl]acetamide